(S,E)-methyl 7-(1-(2-(2-adamantylamino)-2-oxoethyl)-2-oxo-1,2-dihydropyridin-3-ylamino)-6-(1-methyl-1H-pyrazole-4-carboxamido)-7-oxohept-2-enoate C12C(C3CC(CC(C1)C3)C2)NC(CN2C(C(=CC=C2)NC([C@H](CC/C=C/C(=O)OC)NC(=O)C=2C=NN(C2)C)=O)=O)=O